FC1=NC(=CC(=C1F)C=1C=CC=C2C=C(C=NC12)C(=O)N)F 8-(2,3,6-trifluoro-4-pyridyl)quinoline-3-carboxamide